CC1=CC=C(C=C1)S(=O)(=O)[O-].CC1=CC=C(C=C1)S(=O)(=O)[O-].O(CCC1=[N+](CCC2=CC=CC=C12)C)CCC1=[N+](CCC2=CC=CC=C12)C 1,1'-(oxydiethane-2,1-diyl)bis(2-methyl-3,4-dihydroisoquinolinium) bis(4-methylbenzenesulfonate)